C(#N)C1=CC(=NC=C1)NCCNC(=O)[C@H]1N(C[C@@H](C1)O)C([C@H](C(C)(C)C)N1N=NC(=C1)C1CC1)=O (2S,4R)-N-[2-[(4-cyano-2-pyridyl)amino]ethyl]-1-[(2S)-2-(4-cyclopropyltriazol-1-yl)-3,3-dimethyl-butanoyl]-4-hydroxy-pyrrolidine-2-carboxamide